N[C@H]1C[C@H](N(C1)C=1C2=CN(N=C2C(=CC1NC(=O)C1=[N+](C(=CC=C1)C1=C(C=CC=C1OC)F)[O-])F)C)CO 2-((4-((2S,4S)-4-amino-2-(hydroxymethyl)pyrrolidin-1-yl)-7-fluoro-2-methyl-2H-indazol-5-yl)carbamoyl)-6-(2-fluoro-6-methoxyphenyl)pyridine 1-oxide